phenyltris(3-methoxypropanoyloxy)silane C1(=CC=CC=C1)[Si](OC(CCOC)=O)(OC(CCOC)=O)OC(CCOC)=O